O=C1CCN(CC1)C1=CC=C(S1)\C=C/1\C(=NOC1=O)C(F)(F)F (Z)-4-((5-(4-oxopiperidin-1-yl)thiophen-2-yl)methylene)-3-(trifluoromethyl)isoxazol-5(4H)-one